2,5-bis(pyridin-4-yl)thiazolothiazole N1=CC=C(C=C1)C=1SC2=C(N1)N=C(S2)C2=CC=NC=C2